N<3>-methyl-uridine CN1C(N([C@H]2[C@H](O)[C@H](O)[C@@H](CO)O2)C=CC1=O)=O